4-(6-((3-(imidazo[1,2-b]pyridazin-3-ylethynyl)-4-methylphenyl)carbamoyl)-1,2,3,4-tetrahydronaphthalen-1-yl)piperazine-1-carboxylic acid tert-butyl ester C(C)(C)(C)OC(=O)N1CCN(CC1)C1CCCC2=CC(=CC=C12)C(NC1=CC(=C(C=C1)C)C#CC1=CN=C2N1N=CC=C2)=O